O=C1NC(CCC1OC1=CC=C(C=C1)N1CCN(CC1)CC(=O)OC(C)(C)C)=O tert-butyl 2-(4-(4-((2,6-dioxopiperidin-3-yl)oxy)phenyl)piperazin-1-yl)acetate